ethyl (R)-6-(2-((2-(4-(difluoromethoxy)phenyl)-5-methyl-1H-imidazol-1-yl)methyl)phenoxy)-3-methylhexanoate FC(OC1=CC=C(C=C1)C=1N(C(=CN1)C)CC1=C(OCCC[C@H](CC(=O)OCC)C)C=CC=C1)F